OC1=C(C=CC2=CC=CC=C12)C(=O)NN 1-Hydroxy-2-naphthohydrazide